C(CCC)NC([S-])=S.[Cu+2].[Cu+2].C(CCC)NC([S-])=S.C(CCC)NC([S-])=S.C(CCC)NC([S-])=S dicopper n-butyldithiocarbamate